1-bromo-6-formyl-imidazo[1,5-a]pyrazine-3-carboxylic acid ethyl ester C(C)OC(=O)C1=NC(=C2N1C=C(N=C2)C=O)Br